ClC1=C(C(=NN1)C)N1C(C2=CC(=C(C=C2C(C1)C(=C)C)N1N=C(N(C1=O)CC)CO)F)=O 2-(5-chloro-3-methyl-1H-pyrazol-4-yl)-6-(4-ethyl-3-(hydroxymethyl)-5-oxo-4,5-dihydro-1H-1,2,4-triazol-1-yl)-7-fluoro-4-(prop-1-en-2-yl)-3,4-dihydroisoquinolin-1(2H)-one